4-Cyclopropyl-2-(4-fluoro-2-methylphenoxy)-N-(2-oxo-1,2-dihydropyridin-4-yl)-5-(trifluoromethyl)benzamide C1(CC1)C1=CC(=C(C(=O)NC2=CC(NC=C2)=O)C=C1C(F)(F)F)OC1=C(C=C(C=C1)F)C